ClC=1C(=C2C(=NC1C)CN(C2C)CC2=C(C=C(C=C2)OC)OC)C 3-chloro-6-[(2,4-dimethoxyphenyl)methyl]-2,4,5-trimethyl-6,7-dihydro-5H-pyrrolo[4,3-b]pyridine